tri-(methoxypropyl)3-methoxypropyl-ureido-3-methoxypropyltrimethoxysilane COCCCC(O[Si](OC(NC(=O)N)CCCOC)(OC)CCCOC)(CCCOC)CCCOC